CC1=C(C=C(C=C1)[N+](=O)[O-])S(=O)(=O)Cl 2-methyl-5-nitro-benzenesulfonyl chloride